N-(3-(1H-Imidazol-1-yl)-5-Methoxyphenyl)-7-methoxyquinolin-4-amine N1(C=NC=C1)C=1C=C(C=C(C1)OC)NC1=CC=NC2=CC(=CC=C12)OC